2-hydroxy-4-methoxybenzophenone-d5 OC1=C(C(=O)C2=C(C(=C(C(=C2[2H])[2H])[2H])[2H])[2H])C=CC(=C1)OC